[C@@H]1([C@H](O)[C@@H](O)[C@H](O)CO1)CC(=O)C 1-C-(β-xylopyranosyl)-acetone